O[C@@H]1C[C@@H](CCC1)NC(OCCCC)=O Butyl N-[(1R,3S)-3-hydroxycyclohexyl]carbamate